1-(3-fluoro-4-[[2-(1-methylpiperidin-4-ylsulfonyl)-1,6-naphthyridin-7-yl]amino]phenyl)pyrazole-3-carboxylic acid FC=1C=C(C=CC1NC1=NC=C2C=CC(=NC2=C1)S(=O)(=O)C1CCN(CC1)C)N1N=C(C=C1)C(=O)O